OC1=C(C=C(C=C1)C)C1=CC=CC=C1 2'-hydroxy-5'-methyl-[1,1'-biphenyl]